ONC(=O)C=1OC2=C(C1)C=CC=C2 N-hydroxy-benzofuran-2-carboxamide